FN1C2(CC(C3=CC=CC=C13)=O)CCN(CC2)C(=O)NCC2=CC(=C(C=C2)F)OCCOC fluoro-N-(4-fluoro-3-(2-methoxyethoxy)benzyl)-4'-oxo-3',4'-dihydro-1'H-spiro[piperidine-4,2'-quinoline]-1-carboxamide